6-(4-((3S,5R)-4-isopropyl-3,5-dimethylpiperazin-1-yl)phenyl)-1-methyl-2-(4-(methylsulfonyl)phenyl)-1H-pyrrolo[3,2-b]pyridine C(C)(C)N1[C@H](CN(C[C@H]1C)C1=CC=C(C=C1)C=1C=C2C(=NC1)C=C(N2C)C2=CC=C(C=C2)S(=O)(=O)C)C